N-(6-methoxy-2-methylpyridin-3-yl)-2-(((1R,2S)-2-methylcyclohexyl)amino)-4-(trifluoromethyl)benzamide COC1=CC=C(C(=N1)C)NC(C1=C(C=C(C=C1)C(F)(F)F)N[C@H]1[C@H](CCCC1)C)=O